6-amino-2-(3,5-dichloro-4-((1-isopropyl-6-oxo-5-propyl-1,6-dihydropyridin-3-yl)oxy)phenyl)-1,2,4-triazine-3,5(2H,4H)-dione NC=1C(NC(N(N1)C1=CC(=C(C(=C1)Cl)OC1=CN(C(C(=C1)CCC)=O)C(C)C)Cl)=O)=O